bis(2-(pentadecan-7-yloxy)ethyl) 3,3'-((3-(2-methyl-1H-imidazol-1-yl)propyl)azanediyl)dipropionate CC=1N(C=CN1)CCCN(CCC(=O)OCCOC(CCCCCC)CCCCCCCC)CCC(=O)OCCOC(CCCCCC)CCCCCCCC